4-amino-N-ethyl-N-((3R)-6-(trifluoromethyl)-2,3-dihydro-1-benzofuran-3-yl)-1,3-dihydrofuro[3,4-c][1,7]naphthyridine-8-carboxamide NC1=NC=2C=NC(=CC2C2=C1COC2)C(=O)N([C@H]2COC1=C2C=CC(=C1)C(F)(F)F)CC